N-[4-(2,4-dihydroxyphenyl)pentanoyl]Leucine methyl ester COC([C@@H](NC(CCC(C)C1=C(C=C(C=C1)O)O)=O)CC(C)C)=O